1-(2-hydroxy-2-methylpropoxy)-4-hexadecanoyloxy-2,2,6,6-tetramethylpiperidine OC(CON1C(CC(CC1(C)C)OC(CCCCCCCCCCCCCCC)=O)(C)C)(C)C